4-[(4-{[(2S)-azetidin-2-ylmethyl]amino}butyl)amino]-5-chloro-2-fluoro-N-1,3-thiazol-2-ylbenzenesulfonamide N1[C@@H](CC1)CNCCCCNC1=CC(=C(C=C1Cl)S(=O)(=O)NC=1SC=CN1)F